(3,5-bis(trifluoromethyl)phenyl)boronic acid palladium (II) [Pd+2].FC(C=1C=C(C=C(C1)C(F)(F)F)B(O)O)(F)F